C(#N)C1(CCN(CC1)C(=O)NC=1SC(=C(N1)C1=CC(=CC=C1)C#N)C1=CC(=NC(=C1)C)CO)OC 4-Cyano-N-[4-(3-cyanophenyl)-5-[2-(hydroxymethyl)-6-methyl-4-pyridyl]thiazol-2-yl]-4-methoxy-piperidin-1-carboxamid